C1(=CC=CC2=CC=CC=C12)S(=O)(=O)C1=CC=C(C=C1)CNC(=O)C=1C=C2C(=NC1)NN=C2 N-{[4-(naphthalene-1-sulfonyl)phenyl]methyl}-1H-pyrazolo[3,4-b]pyridine-5-carboxamide